hydroxypropyl (methacrylate) C(C(=C)C)(=O)OCCCO